[Pb+2].NC1=C(C(=O)[O-])C=CC=C1.NC1=C(C(=O)[O-])C=CC=C1 aminobenzoate lead